2,6-dimethyl-4-oxo-1,4-dihydropyridine-3-carboxylic acid CC=1NC(=CC(C1C(=O)O)=O)C